C(C#C)OS(=O)(=O)CCCP(=O)(OCC)OCC 3-(diethoxyphosphoryl)propanesulfonic acid 2-propynyl ester